2-bromo-2-(2-(tetrahydrofuran-2-yl)phenyl)acetic acid methyl ester COC(C(C1=C(C=CC=C1)C1OCCC1)Br)=O